ClC1=C(C(=O)NC2CN(C2)C(=O)OC(C)(C)C)C=C(C=C1)NC(=O)[C@@H]1C([C@H]1C1=CC(=CC(=C1)Cl)Cl)(Cl)Cl trans-tert-Butyl 3-(2-chloro-5-(2,2-dichloro-3-(3,5-dichlorophenyl)cyclopropanecarboxamido)benzamido)azetidine-1-carboxylate